6,6-difluoro-5,6,7,8-tetrahydro[1,2,4]triazolo[4,3-a]pyridin-3(2H)-one FC1(CCC=2N(C1)C(NN2)=O)F